C(C)(C)(C)C1=C(C=CC(=C1)C(C)(C)C)OP(OC1=C(C=C(C=C1)C(C)(C)C)C(C)(C)C)OC1=C(C=C(C=C1)C(C)(C)C)C(C)(C)C tris(2,4-di-tert-butyl-phenyl)-phosphite